(R)-1-(4-benzyl-2-oxooxazolidin-3-yl)-6-(3-bromo-4,5-difluorophenyl)hexane-1,6-dione C(C1=CC=CC=C1)[C@H]1N(C(OC1)=O)C(CCCCC(=O)C1=CC(=C(C(=C1)F)F)Br)=O